2,2-dimethyl-3-(tetrahydropyran-2-yloxymethyl)cyclobutanone CC1(C(CC1COC1OCCCC1)=O)C